5-cyano-4-(7-cyanobenzo[b]thiophen-3-yl)-2-cyclopropyl-6-methyl-1,4-dihydropyridine-3-carboxylic acid methyl ester COC(=O)C1=C(NC(=C(C1C=1C2=C(SC1)C(=CC=C2)C#N)C#N)C)C2CC2